3-((2-amino-6-chloro-1-(1-ethyl-1H-pyrazol-4-yl)-7-fluoro-1H-indol-3-yl)thio)benzoic acid NC=1N(C2=C(C(=CC=C2C1SC=1C=C(C(=O)O)C=CC1)Cl)F)C=1C=NN(C1)CC